The molecule is an ergot alkaloid that is ergoline which contains a double bond between positions 8 and 9, and which is substituted by methyl groups at positions 6 and 8. It is a conjugate base of an agroclavine(1+). CC1=C[C@H]2[C@@H](CC3=CNC4=CC=CC2=C34)N(C1)C